N-methyloloctadecanoamide C(O)NC(CCCCCCCCCCCCCCCCC)=O